O1C=C(C=C1)C1=C(C(C2=CC(=CC=C12)OCCCC1=CC=CC=C1)=O)C=1C=NC=CC1 3-(Furan-3-yl)-6-(3-phenylpropoxy)-2-(pyridin-3-yl)-1H-inden-1-one